6',6'-(((diisopropylgermanediyl)bis(methylene))bis(oxy))bis(3-(3,6-di-tert-butyl-9H-carbazol-9-yl)-3'-fluoro-5-(2,4,4-trimethylpentan-2-yl)-[1,1'-biphenyl]-2-ol) C(C)(C)[Ge](COC1(CC=2C=3C=C(C=CC3N(C2C=C1)C1=C(C(=CC(=C1)C(C)(CC(C)(C)C)C)C1=CC(=CC=C1)F)O)C(C)(C)C)C(C)(C)C)(COC1=CC=C(C=C1C=1C(=C(C=C(C1)C(C)(CC(C)(C)C)C)N1C2=CC=C(C=C2C=2C=C(C=CC12)C(C)(C)C)C(C)(C)C)O)F)C(C)C